(2R,5S)-4-((3,5-difluoropyridin-2-yl)methyl)-2,5-dimethylpiperazine FC=1C(=NC=C(C1)F)CN1C[C@H](NC[C@@H]1C)C